chloro-1,2,3-trifluoropropene ClC(=C(CF)F)F